BrC=1C=C(C=CC1OC)C1(CCOCC1)COC 4-(3-bromo-4-methoxy-phenyl)-4-(methoxymethyl)tetrahydropyran